methyl 4-amino-9-(2-((1R,3S,5R)-3-((6-bromopyridin-2-yl) carbamoyl)-5-methyl-2-azabicyclo[3.1.0]hex-2-yl)-2-oxoethyl)-9H-pyrimido[4,5-b]indole-8-carboxylate NC1=NC=NC=2N(C3=C(C=CC=C3C21)C(=O)OC)CC(=O)N2[C@@H]1C[C@@]1(C[C@H]2C(NC2=NC(=CC=C2)Br)=O)C